sodium (methyl)allyl-sulfonate CC=CCS(=O)(=O)[O-].[Na+]